5-(dimethylphosphoryl)-N-methylbenzamide CP(=O)(C)C=1C=CC=C(C(=O)NC)C1